2-isobutoxybenzenesuccinic acid diethyl ester C(C)OC(CC(C(=O)OCC)C1=C(C=CC=C1)OCC(C)C)=O